CC1=C(C=C(C=C1)NC(=O)N(C)C)NC(=O)N(C)C 4-methyl-m-phenylenebis[N',N'-dimethylurea]